C[C@H]1CCNCCN1C(=O)[O-] (S)-7-methyl-1,4-diazepane-1-carboxylate